6-chloro-3-(3-(methylsulfonyl)phenyl)furo[3,2-b]pyridine ClC=1C=C2C(=NC1)C(=CO2)C2=CC(=CC=C2)S(=O)(=O)C